C(C1CO1)OC1=CC(=CC(=C1)OCC1CO1)OCC1CO1 1,3,5-tris(glycidyloxy)benzene